N-ethoxy-4-((5-fluoro-3-(5-fluoropyrimidin-2-yl)-2-methoxyphenyl)amino)nicotinamide C(C)ONC(C1=CN=CC=C1NC1=C(C(=CC(=C1)F)C1=NC=C(C=N1)F)OC)=O